C(C)C1=C2C(=CC(=CC2=CC=C1F)O)C1=C(C=2N=C(N=C(C2C=N1)N1CC(CC1)S(=O)(=N)C)OC[C@]12CCCN2C[C@@H](C1)F)F 5-ethyl-6-fluoro-4-(8-fluoro-2-(((2R,7aS)-2-fluorohexahydro-1H-pyrrolizin-7a-yl)methoxy)4-(3-(S-methylsulfonimidoyl)pyrrolidin-1-yl)pyrido[4,3-d]pyrimidin-7-yl)naphthalen-2-ol